3-Bromo-8-(2-hydroxypropan-2-yl)-2-(trifluoromethyl)-4H-pyrido[1,2-a]pyrimidin-4-one BrC1=C(N=C2N(C1=O)C=CC(=C2)C(C)(C)O)C(F)(F)F